(8s,10s)-10-[(3-amino-2,3,6-trideoxy-alpha-L-lyxohexopyranosyl)oxy]-8-glycolyl-7,8,9,10-tetrahydro-6,8,11-trihydroxy-1-methoxy-5,12-naphthacenedione hydrochloride Cl.N[C@H]1C[C@@H](O[C@H]([C@H]1O)C)O[C@H]1C[C@](CC=2C(=C3C(C=4C=CC=C(C4C(C3=C(C12)O)=O)OC)=O)O)(O)C(CO)=O